(R)-5-((((S)-5-oxopyrrolidin-2-yl)methyl)amino)-5,6,7,8-tetrahydroquinolin O=C1CC[C@H](N1)CN[C@H]1C=2C=CC=NC2CCC1